(3S)-3-(dimethylamino)piperidine CN([C@@H]1CNCCC1)C